3-{2-[(2S,4R)-4-[(4-methanesulfonylphenoxy)methyl]-2-methylpyrrolidin-1-yl]ethyl}benzonitrile CS(=O)(=O)C1=CC=C(OC[C@@H]2C[C@@H](N(C2)CCC=2C=C(C#N)C=CC2)C)C=C1